FC(C(CC(=O)OCC)=O)(F)F ethyl 4,4,4-trifluoro-3-oxobutanoate